Diacetone Alcohol CC(CC(C)(O)C)=O